C(#N)[C@@H](C)NC1=C(C=NC(=C1)C1=CC=C2N1N=CC(=C2)C#N)C2=NN=C(S2)N2C[C@@H]1C([C@H](C2)C1)NC(C)=O N-((1R,5S,6S)-3-(5-(4-(((R)-1-cyanoethyl)amino)-6-(3-cyanopyrrolo[1,2-b]pyridazin-7-yl)pyridin-3-yl)-1,3,4-thiadiazol-2-yl)-3-azabicyclo[3.1.1]heptan-6-yl)acetamide